2-((3-fluorophenyl)thio)aniline tert-butyl-4-[(4-bromopyrazol-1-yl)methyl]piperidine-1-carboxylate C(C)(C)(C)OC(=O)N1CCC(CC1)CN1N=CC(=C1)Br.FC=1C=C(C=CC1)SC1=C(N)C=CC=C1